O=C1NC(CCC1N1C(C2=CC=CC(=C2C1)NCC1CCN(CC1)C1=CC=C(C(=O)OC(C)(C)C)C=C1)=O)=O tert-butyl 4-(4-(((2-(2,6-dioxopiperidin-3-yl)-1-oxoisoindolin-4-yl)amino)methyl)piperidin-1-yl)benzoate